BrC=1SC=2CN(CCC2N1)C1=NC(=NC(=C1C)Cl)C 2-bromo-5-(6-chloro-2,5-dimethylpyrimidin-4-yl)-4,5,6,7-tetrahydrothiazolo[5,4-c]pyridine